FC=1C=C(C=C(C1)CSC)NC1=NC2=CC=CC=C2C=N1 N-(3-fluoro-5-((methylthio)methyl)phenyl)quinazolin-2-amine